(7R,14R)-11-(4-(dimethylphosphoryl)-3-fluorophenyl)-6-(methyl-d3)-1-(trifluoromethoxy)-6,7-dihydro-7,14-methanobenzo[f]benzo[4,5]imidazo[1,2-a][1,4]diazocin-5(14H)-one CP(=O)(C)C1=C(C=C(C=C1)C1=CC2=C(N=C3N2[C@H]2C4=C(C(N([C@@H]3C2)C([2H])([2H])[2H])=O)C=CC=C4OC(F)(F)F)C=C1)F